((6-(4-chlorophenyl)-2-(pyridin-3-yl)pyrimidin-4-yl)amino)-2-methylpropan-1-ol ClC1=CC=C(C=C1)C1=CC(=NC(=N1)C=1C=NC=CC1)NC(C(C)C)O